ClC=1C=C(NC=2C3=C(N=CN2)C=CC(=N3)N3[C@@H]2CN([C@H](C3)C2)C(C=C)=O)C=CC1OCC1COCC1 1-[(1S,4S)-5-[4-[3-chloro-4-(tetrahydrofuran-3-ylmethoxy)anilino]pyrido[3,2-d]pyrimidin-6-yl]-2,5-diazabicyclo[2.2.1]heptan-2-yl]prop-2-en-1-one